NCCC[Zr](OCC)(OCC)OCC aminopropyltriethoxyzirconium(IV)